C([C@@H]([C@H](C=O)O)O)O L-(+)-threose